[Cl-].[Cl-].CCC(C(C)(C)C)(C)N[Ti](C)(C)C1C=CC=C1 tetramethylcyclopentadienyl-t-butylamino-dimethyl-titanium dichloride